CN(C)[SiH2]CC(NC)NC Dimethylaminodi(methyl-amino)ethylsilane